[NH4+].NC=CCC1(C(NC(N=C1)=O)=O)C1=CC=CC=C1C(=O)[NH-] 5-(aminoallyl)uracilbenzamide, ammonium salt